1-(1-amino-2-methyl-1-oxopropan-2-yl)-N-((5-phenyl-1,3,4-thiadiazol-2-yl)methyl)-1H-1,2,3-triazole-4-carboxamide NC(C(C)(C)N1N=NC(=C1)C(=O)NCC=1SC(=NN1)C1=CC=CC=C1)=O